[Cl-].C(CCC)C(COC(CCCCC[NH3+])=O)CCCCCC 6-((2-butyloctyl)oxy)-6-oxohexan-1-aminium chloride